1-(4-tert-butylphenyl)-3-(2-(2,2-dimethyl-2,3-dihydrobenzofuran-7-yloxy)-5-methylpyridin-3-yl)urea C(C)(C)(C)C1=CC=C(C=C1)NC(=O)NC=1C(=NC=C(C1)C)OC1=CC=CC=2CC(OC21)(C)C